C(#N)C=1C=CC(=NC1)N1CCC(CC1)CC(=O)N 1-(5-cyanopyridin-2-yl)piperidine-4-Acetamide